COC1=C(C=C(C=C1)OC1=CC=C(C=C1)C(F)(F)F)NC(=O)[C@H]1N(C(CC1)=O)C(=O)OC(C)(C)C tert-butyl (S)-2-((2-methoxy-5-(4-(trifluoromethyl)-phenoxy)phenyl)carbamoyl)-5-oxopyrrolidine-1-carboxylate